ClC1=CC=C(C(=N1)C(=O)OC(C)(C)C)N[C@H](C)C=1C=C(C=C2C(C(=C(OC12)C=1C=NN(C1)C(F)F)C)=O)C tert-Butyl 6-chloro-3-[[(1R)-1-[2-[1-(difluoromethyl)pyrazol-4-yl]-3,6-dimethyl-4-oxo-chromen-8-yl]ethyl]amino]pyridine-2-carboxylate